ClC1=C(C(=O)N2COC3=C(C2)C=CC=C3C3=CC(=C(C(=O)OC)C=C3F)O)C(=CC(=C1)N1[C@@H](CN(CC1)C)C)Cl methyl 4-[3-[2,6-dichloro-4-[(2R)-2,4-dimethylpiperazin-1-yl]benzoyl]-2,4-dihydro-1,3-benzoxazin-8-yl]-5-fluoro-2-hydroxybenzoate